(S)-2-(4-fluoro-3,5-dimethylbenzyl)-6-(((S)-1-(5-fluoropyridin-2-yl)ethyl)amino)-N-hydroxyhexanamide FC1=C(C=C(C[C@@H](C(=O)NO)CCCCN[C@@H](C)C2=NC=C(C=C2)F)C=C1C)C